CCCCCCCCCCCCCCCCCCCCCCCCCCCCCCCC(=O)O The molecule is a straight-chain saturated fatty acid that is dotriacontane in which one of the methyl groups has been oxidised to the corresponding carboxylic acid. It has a role as a metabolite. It is a straight-chain saturated fatty acid and an ultra-long-chain fatty acid. It is a conjugate acid of a dotriacontanoate.